IC1=NNC=C1C(=O)OCC ethyl 3-iodo-1H-pyrazole-4-carboxylate